NC1=NC(=NC=C1C(=O)NC)C1=NN(C2=NC=C(C=C21)F)CC2=C(C=CC=C2)F amino-2-(5-fluoro-1-(2-fluorobenzyl)-1H-pyrazolo[3,4-b]pyridin-3-yl)-N-methylpyrimidine-5-carboxamide